5-((1H-1,2,4-triazol-3-yl)amino)-6-(4-hydroxyphenyl)-2,3-diphenylpyrazolo[1,5-a]pyrimidin-7(4H)-one N1N=C(N=C1)NC=1NC=2N(C(C1C1=CC=C(C=C1)O)=O)N=C(C2C2=CC=CC=C2)C2=CC=CC=C2